tert-butyl 3-(5-(2-bromoacetyl)isothiazol-3-yl)pyrrolidine-1-carboxylate BrCC(=O)C1=CC(=NS1)C1CN(CC1)C(=O)OC(C)(C)C